6-amino-1H-indole-3-formonitrile hydrochloride Cl.NC1=CC=C2C(=CNC2=C1)C#N